trimethyl-(2-prop-2-enoyloxyethyl)azanium C[N+](CCOC(C=C)=O)(C)C